4-(4-bromo-3-fluorophenyl)-1-methyl-1,2,3,6-tetrahydropyridine BrC1=C(C=C(C=C1)C=1CCN(CC1)C)F